N-(2,4,6-trifluorobenzyl)-1',4',5',11'-tetrahydro-3'H,4H,7'H-spiro(isoxazole-5,6'-[2,7]methanopyrido[1,2-a][1,4]diazonine)-10'-carboxamide FC1=C(CNC(=O)C=2CC=C3N(C4C5(CCCN(C3)C4)CC=NO5)C2)C(=CC(=C1)F)F